NC1CC(N(C1)C(=O)[O-])COC 4-amino-2-(methoxymethyl)pyrrolidine-1-carboxylate